Ethyl (4-(6-aminopyridin-2-yl)phenyl)glycinate NC1=CC=CC(=N1)C1=CC=C(C=C1)NCC(=O)OCC